BrC=1C=C(C=C2C=C(N=CC12)N(C(OC(C)(C)C)=O)C(=O)OC(C)(C)C)F tert-butyl (8-bromo-6-fluoroisoquinolin-3-yl)(tert-butoxycarbonyl)carbamate